Cl.C1C(CC2=CC=CC=C12)N 2,3-dihydro-1H-inden-2-amine HCl salt